4-[4-Bromo-6-(3-trifluoromethoxy-benzyl)-3-hydroxy-pyridin-2-yl]-4-oxo-butyric acid ethyl ester C(C)OC(CCC(=O)C1=NC(=CC(=C1O)Br)CC1=CC(=CC=C1)OC(F)(F)F)=O